FC(C=O)(C)C 2-Fluoro-2-methylpropan-1-one